C(C)(C)(C)C=1C=C(C=C(C1)F)N1N(C(C=2C1=NC(=NC2)NC2=CC=C1CCNCC1=C2)=O)C(C)C 1-(3-(tert-butyl)-5-fluorophenyl)-2-isopropyl-6-((1,2,3,4-tetrahydroisoquinolin-7-yl)amino)-1,2-dihydro-3H-pyrazolo[3,4-d]pyrimidin-3-one